NC=1NC2=C(C=CC1)C=CC=C2 AMINOBENZAZEPIN